N-(3-chloro-4-(4-(piperidine-4-carbonyl)piperazine-1-carbonyl)phenyl)-5-(1-(cyclopentylmethyl)-3-(trifluoromethyl)-1H-pyrazol-4-yl)-1-methyl-1H-imidazole-2-carboxamide hydrochloride Cl.ClC=1C=C(C=CC1C(=O)N1CCN(CC1)C(=O)C1CCNCC1)NC(=O)C=1N(C(=CN1)C=1C(=NN(C1)CC1CCCC1)C(F)(F)F)C